C(C)(C)(C)OC(=O)NCCN N-t-butoxycarbonyl-1,2-ethylenediamine